2-bromo-N1,N3-di(naphthalen-1-yl)-N1-(naphthalen-2-yl)-N3-phenylbenzene-1,3-diamine BrC1=C(C=CC=C1N(C1=CC=CC=C1)C1=CC=CC2=CC=CC=C12)N(C1=CC2=CC=CC=C2C=C1)C1=CC=CC2=CC=CC=C12